pentacene-6,13-quinone C1=CC=CC2=CC=3C(C4=CC5=CC=CC=C5C=C4C(C3C=C12)=O)=O